FC1(CCN(CC1)C=1C=C(C=C2C=CC=NC12)C=1N=NN(C1)C1=C(C=C(C=C1)NS(=O)(=O)CCO)N1CCC2(CC2)CC1)F N-(4-(4-(8-(4,4-difluoropiperidin-1-yl)quinolin-6-yl)-1H-1,2,3-triazol-1-yl)-3-(6-azaspiro[2.5]octan-6-yl)phenyl)-2-hydroxyethane-1-sulfonamide